2-[4-(Difluoromethyl)-7-methyl-6-(4-morpholinophenyl)indazol-2-yl]-2-spiro[6,7-dihydropyrrolo[1,2-c]imidazol-5,1'-cyclopropan]-1-yl-N-thiazol-2-yl-acetamide FC(C=1C2=CN(N=C2C(=C(C1)C1=CC=C(C=C1)N1CCOCC1)C)C(C(=O)NC=1SC=CN1)C1=C2N(C=N1)C1(CC1)CC2)F